3-((1-acetylazetidin-3-yl)methyl)-1-(5-chloro-3-fluoropyridin-2-yl)-4-(4-(trifluoromethyl)benzyl)-piperazine-2,5-dione C(C)(=O)N1CC(C1)CC1C(N(CC(N1CC1=CC=C(C=C1)C(F)(F)F)=O)C1=NC=C(C=C1F)Cl)=O